ClC=1C=C(C=CC1C1=NC(=C(C=C1)F)C#N)S(=O)(=O)NC1CCC(CC1)O 3-chloro-4-(6-cyano-5-fluoropyridin-2-yl)-N-((1r,4r)-4-hydroxycyclohexyl)benzenesulfonamide